1-[1-(diphenylmethyl)azetidin-3-yl]pyrrolidin C1(=CC=CC=C1)C(N1CC(C1)N1CCCC1)C1=CC=CC=C1